{2-[4-(6-fluoro-1,2-benzisoxazol-3-yl)piperidin-1-yl]ethyl}carbamic acid tert-butyl ester C(C)(C)(C)OC(NCCN1CCC(CC1)C1=NOC2=C1C=CC(=C2)F)=O